C[C@]12OC3=C([C@H](NC(N1C1=CC(=CC=C1)C(=O)N1CC4=CC=CC=C4CC1)=O)C2)C=CC=C3 (2R,6R)-2-methyl-3-(3-(1,2,3,4-tetrahydroisoquinoline-2-carbonyl)phenyl)-5,6-dihydro-2H-2,6-Methanobenzo[g][1,3,5]oxadiazocine-4(3H)-one